3-Ethylsulfanyl-N-[(3-fluorophenyl)-methyl]-4-methyl-[1,6]naphthyridine-3-carboxylic acid amide C(C)SC1(CN=C2C=CN=CC2=C1C)C(=O)NCC1=CC(=CC=C1)F